FC(C(=O)O)(F)F.NCCS(=O)(=O)NC(=O)C=1NC2=C(C=CC=C2C1CCCOC1=CC(=C(C(=C1)C)Cl)C)C=1C(=NN(C1C)C)C N-((2-aminoethyl)sulfonyl)-3-(3-(4-chloro-3,5-dimethylphenoxy)propyl)-7-(1,3,5-trimethyl-1H-pyrazol-4-yl)-1H-indole-2-carboxamide trifluoroacetate